ClC1=CC=C(C=C1)NC(C)=O N-4-chlorophenyl-acetamide